[Na].C(=C)NCCCC(=O)O N-vinyl-gamma-aminobutyric acid sodium